ClC=1C=C(C=CC1)C(CCCCS(=O)(=O)O)(O)C1=CSC(=C1)C1OCCO1.CC=1C(=NC=CC1)O[C@@H]1CNCC1 (S)-3-methyl-2-(pyrrolidin-3-yloxy)pyridine 4-(3-chlorophenyl)-4-[5-(1,3-dioxolan-2-yl)-3-thienyl]-4-hydroxybutyl-methanesulfonate